2-((2-((2-hydroxydodecyl)oxy)dodecyl)oxy)acetic acid potassium salt [K+].OC(COC(COCC(=O)[O-])CCCCCCCCCC)CCCCCCCCCC